CN1C=CC=C1C1=CC=C(C=C1)SC methyl-5-[4-(methylthio)phenyl]-1H-pyrrol